N(=[N+]=[N-])[C@H](C(=O)N1[C@@H](C[C@H](C1)O)C(=O)OC)C(C)(C)C methyl (2S,4R)-1-((S)-2-azido-3,3-dimethylbutyryl)-4-hydroxypyrrolidine-2-carboxylate